2-(chloromethyl)-5-(4-fluorobenzyl)-2-methyl-1-(1H-1,2,4-triazol-1-ylmethyl)cyclopentan-1-ol ClCC1(C(C(CC1)CC1=CC=C(C=C1)F)(O)CN1N=CN=C1)C